C(#N)C=1C=C(C=C2[C@H](CC[C@@H](C12)C1=C2C[C@H]([C@H](C2=C(C=C1)C1=CC=NN1)CC(=O)[O-])F)F)F [(1S,2R)-4-[(1R,4S)-8-cyano-4,6-difluoro-1,2,3,4-tetrahydronaphthalen-1-yl]-2-fluoro-7-(1H-pyrazol-5-yl)-2,3-dihydro-1H-inden-1-yl]acetate